[6-(1,1-difluoroethyl)-4-methoxypyridin-3-yl]boronic acid FC(C)(F)C1=CC(=C(C=N1)B(O)O)OC